4-aminophenylpropanol NC1=CC=C(C=C1)C(CC)O